8-Methyl-2-[(1,3-oxazol-2-yl)methyl]-N-{[(2S)-oxolan-2-yl]methyl}-4,5-dihydro-2H-furo[2,3-g]indazol-7-carboxamid CC1=C(OC=2CCC3=CN(N=C3C21)CC=2OC=CN2)C(=O)NC[C@H]2OCCC2